FC(S(=O)(=O)OC1=CC=CC=C1)(F)F 4-(trifluoromethanesulfonyl-oxy)benzene